tert-butyl 3-[2-[3-(2,6-dibenzyloxy-3-pyridinyl) phenyl] ethynyl]-3-fluoroazetidine-1-carboxylate C(C1=CC=CC=C1)OC1=NC(=CC=C1C=1C=C(C=CC1)C#CC1(CN(C1)C(=O)OC(C)(C)C)F)OCC1=CC=CC=C1